3-(3-((R)-1-(5,7-difluoro-3-methylbenzofuran-2-yl)-2,2,2-trifluoroethyl)ureido)piperidine-1-sulfonamide FC=1C=C(C2=C(C(=C(O2)[C@H](C(F)(F)F)NC(NC2CN(CCC2)S(=O)(=O)N)=O)C)C1)F